ClC=1C=C2CN(CC2=CC1)C=1C(=NN2C1N=CC=C2C=2C=NNC2)C(=O)NC2=CC(=CC=C2)OC (5-chloroisoindolin-2-yl)-N-(3-methoxyphenyl)-7-(1H-pyrazol-4-yl)pyrazolo[1,5-a]pyrimidine-2-carboxamide